C(CC)C1CC2C(NOC2)CC1 5-propyloctahydrobenzo[c]isoxazole